C(C)(C)N1CCC(CC1)CC(=O)N 2-(1-isopropyl-piperidin-4-yl)-acetamide